C(C1=CC=CC=C1)OC1=C(N)C(=CC=C1)OC1=C(C=CC=C1)C(C)(C)C 2-(benzyloxy)-6-(2-(tert-butyl)phenoxy)aniline